6-chloro-N-p-methoxyphenylisoquinoline-1(2H)-one ClC=1C=C2C=CN(C(C2=CC1)=O)C1=CC=C(C=C1)OC